bifuranoate O1C(=C(C=C1)C(=O)[O-])C=1OC=CC1